N-((1-(1-hydroxypropan-2-yl)pyrrolidin-3-yl)methyl)-1-(3-(4-methoxyphenyl)-1,2,4-oxadiazol-5-yl)piperidine-4-carboxamide OCC(C)N1CC(CC1)CNC(=O)C1CCN(CC1)C1=NC(=NO1)C1=CC=C(C=C1)OC